2-(methylsulfonyl)-5-phenyl-1,3,4-oxadiazole CS(=O)(=O)C=1OC(=NN1)C1=CC=CC=C1